NC(C(=O)O)C(C1CCCCC1)C1CCCCC1 2-Amino-3,3-dicyclohexylpropionic acid